5-(((E)-2-(2-(((1r,4r)-4-(dimethylamino)cyclohexyl)amino)pyrimidin-5-yl)vinyl)-6-methylpyridin-2-yl)pyridine-3-sulfonamide CN(C1CCC(CC1)NC1=NC=C(C=N1)/C=C/C=1C(=NC(=CC1)C)C=1C=C(C=NC1)S(=O)(=O)N)C